C1(CC1)C=1NC(=NN1)C1CC2(CN(C2)C(=O)N2CC3(C2)CN(C3)C=3C=NC=C(C3)F)C1 [6-(5-cyclopropyl-4H-1,2,4-triazol-3-yl)-2-azaspiro[3.3]heptan-2-yl]-[6-(5-fluoro-3-pyridyl)-2,6-diazaspiro[3.3]heptan-2-yl]methanone